2-(2-chloro-3-methylphenylethyl)aniline ClC1=C(C=CC=C1C)CCC1=C(N)C=CC=C1